O=C(CNC(OC(C)(C)C)=O)NC=1SC=C(N1)C1=CC(=CC=C1)COC1COCC1 tert-butyl (2-oxo-2-((4-(3-(((tetrahydrofuran-3-yl)oxy)methyl)phenyl)thiazol-2-yl)amino)ethyl)carbamate